FC(OC1CC=C(CC1)C1=NN(C2=C1N=C(N=C2)NC=2C(=CC=1N(C2)N=CN1)C)C)F 3-[4-(difluoromethoxy)cyclohex-1-en-1-yl]-1-methyl-N-[7-methyl-[1,2,4]triazolo[1,5-a]pyridin-6-yl]pyrazolo[4,3-d]pyrimidin-5-amine